1-(2-Methoxy-4-methyl-5,7-dihydro-6H-pyrrolo[3,4-d]pyrimidin-6-yl)-2-(1-(2-(trifluoromethyl)pyridin-4-yl)azetidin-3-yl)ethan-1-one COC=1N=C(C2=C(N1)CN(C2)C(CC2CN(C2)C2=CC(=NC=C2)C(F)(F)F)=O)C